NC=1C2=C(N(C(C1)=O)C1=CC=C(C=C1)OC(F)F)C=C(S2)C2CC2 7-amino-2-cyclopropyl-4-(4-(difluoromethoxy)phenyl)thieno[3,2-b]pyridin-5(4H)-one